9,9-bis(N,N-dimethylaminopropyl)fluorene CN(C)CCCC1(C2=CC=CC=C2C=2C=CC=CC12)CCCN(C)C